ClC(CC)OC(=O)N1CCCCC1 piperidine-1-carboxylic acid 1-chloropropyl ester